Amylsalicylat C(CCCC)OC=1C(C(=O)[O-])=CC=CC1